6-chloro-2-fluoro-nicotinic acid methyl ester COC(C1=C(N=C(C=C1)Cl)F)=O